(3-chloro-5-(methylsulfonylamino)phenyl)-1-ethyl-5-phenyl-1H-pyrrole-3-carboxamide ClC=1C=C(C=C(C1)NS(=O)(=O)C)C=1N(C(=CC1C(=O)N)C1=CC=CC=C1)CC